(Z)-N-[1-(1-benzylcyclobutyl)ethylidene]hydroxylamine C(C1=CC=CC=C1)C1(CCC1)\C(\C)=N/O